Tert-Butyl-4-(6-chloro-1-methyl-2,3-dioxo-2,3-dihydropyrido[2,3-b]pyrazin-4(1H)-yl)piperidine C(C)(C)(C)N1CCC(CC1)N1C2=C(N(C(C1=O)=O)C)C=CC(=N2)Cl